[Li].[Pb].[Te] tellurium-lead-lithium